Br.FC(C1=CC=C(CN)C=C1)(F)F 4-(trifluoromethyl)benzylamine hydrobromide